methyl 2-[1-[2-(3-azabicyclo[3.1.0]hexan-3-yl)-3-ethyl-6-methyl-4-oxo-quinazolin-8-yl]ethylamino]benzoate C12CN(CC2C1)C1=NC2=C(C=C(C=C2C(N1CC)=O)C)C(C)NC1=C(C(=O)OC)C=CC=C1